fumaric acid dilauryl ester C(CCCCCCCCCCC)OC(\C=C\C(=O)OCCCCCCCCCCCC)=O